F[C@@]1(C[C@H](N(C1)C(=O)OC(C)(C)C)C(=O)OCC)COCCO 1-(tert-butyl) 2-ethyl (2S,4R)-4-fluoro-4-((2-hydroxyethoxy)methyl)pyrrolidine-1,2-dicarboxylate